S(=O)(=O)(O)C[C@H](N)C(=O)O 3-sulfoalanine